[Al+2].C(CCC)OCC(=O)N1CCN(CC1)C(=O)[C@H]1[C@@H](C1)C1=CC=CC=C1 2-butoxy-1-(4-(trans-2-phenylcyclopropanecarbonyl)piperazin-1-yl)ethanone aluminum(II)